3-(tert-butoxycarbonylamino)-2-methoxy-pyridine-4-carboxylic acid C(C)(C)(C)OC(=O)NC=1C(=NC=CC1C(=O)O)OC